CN1CCN(CC1)C1=C(C=C2C(=N1)N=C(O2)N2CCOCC2)[N+](=O)[O-] 5-(4-methylpiperazin-1-yl)-2-morpholino-6-nitrooxazolo[4,5-b]pyridine